FC=1C=CC(=C2CC[C@@H](C12)O)C=1C=NC(=CC1)O[C@H]1COCC1 (S)-7-fluoro-4-(6-(((R)-tetrahydrofuran-3-yl)oxy)pyridin-3-yl)-2,3-dihydro-1H-inden-1-ol